ethyl 4-[(3S)-3-hydroxy-3-pyrimidin-2-yl-but-1-ynyl]-2,6-dimethyl-7-oxo-1H-pyrrolo[2,3-c]pyridine-3-carboxylate O[C@](C#CC=1C2=C(C(N(C1)C)=O)NC(=C2C(=O)OCC)C)(C)C2=NC=CC=N2